C(N)(=O)CN(CC(=O)N)C1=C(C=CC=C1)C=O 2-[(CARBAMOYLMETHYL)(2-FORMYLPHENYL)AMINO]ACETAMIDE